ethyl-2-ethyl-6,6-dimethyl-2-cyclohexene-carboxylate C(C)OC(=O)C1C(=CCCC1(C)C)CC